S1C=CC=2C(OCC3(C21)CC3)CNC(C(F)(F)F)=O ((4',6'-dihydrospiro[cyclopropane-1,7'-thieno[3,2-c]pyran]-4'-yl)methyl)2,2,2-trifluoroacetamide